C1=CC=CC=2C3=CC=CC=C3C(C12)COC(=O)NCCOCCC(=O)N(CC(NCCOCCOCCOCCC(=O)OC(C)(C)C)=O)CC(NCCOCCOCCOCCC(=O)OC(C)(C)C)=O di-tert-butyl 16-(3-(2-((((9H-fluoren-9-yl)methoxy)carbonyl)amino)ethoxy)propanoyl)-14,18-dioxo-4,7,10,22,25,28-hexaoxa-13,16,19-triazahentriacontanedioate